N1(CCCC1)C1=C(C=O)C=CC(=C1)C(F)(F)F 2-(pyrrolidin-1-yl)-4-(trifluoromethyl)benzaldehyde